CC(C)[C@@H]1C[C@H]([C@H]2[C@]1(CC[C@@]3([C@@]2(CC=C4[C@H]3[C@H](C[C@@H]5[C@@]4(C[C@H]([C@@H](C5(C)C)O[C@H]6[C@@H]([C@H]([C@@H]([C@H](O6)CO[C@H]7[C@@H]([C@H]([C@@H]([C@H](O7)CO)O)O)O)O)O)O)OC(=O)C)C)O)C)C)COC(=O)C)O The molecule is a triterpenoid saponin with an arborinane-type terpenoid as the aglycone. It has been isolated from the roots of Rubia yunnanensis. It has a role as a plant metabolite. It is a beta-D-glucoside, an acetate ester, a diol, a disaccharide derivative, a pentacyclic triterpenoid and a triterpenoid saponin.